1-(p-tolyl)-2,3,4,9-tetrahydro-1H-pyrido[3,4-b]indole C1(=CC=C(C=C1)C1NCCC2=C1NC1=CC=CC=C21)C